FC(C(=O)O)(F)F.ClC1=C(C=C(C=C1F)C(CNC1CCC(CC1)(C)O)C1=CC=CC=C1)C=1C(=CC=C(C1F)OCCOC)C#N 2'-chloro-3',6-difluoro-5'-(2-(((1r,4r)-4-hydroxy-4-methylcyclohexyl)amino)-1-phenylethyl)-5-(2-methoxyethoxy)-[1,1'-biphenyl]-2-carbonitrile trifluoroacetate